2-(tertbutyl)-4-fluoroaniline C(C)(C)(C)C1=C(N)C=CC(=C1)F